(R)-2-(4-((1-(2-fluoroethyl)piperidin-3-yl)amino)phthalazin-1-yl)phenol FCCN1C[C@@H](CCC1)NC1=NN=C(C2=CC=CC=C12)C1=C(C=CC=C1)O